2-((tert-butyldimethylsilyloxy)ethoxy)-1-ethanol [Si](C)(C)(C(C)(C)C)OCCOCCO